(trans)-5-phenylpiperidine-1,3-dicarboxylic acid 1-(tert-butyl) ester 3-methyl ester COC(=O)[C@@H]1CN(C[C@H](C1)C1=CC=CC=C1)C(=O)OC(C)(C)C